(2S,4S)-N2-(3-chloro-4-fluorophenyl)-N4-(1,4-dimethyl-1H-pyrazol-3-yl)-N2-methyl-1-(6-methyl-4-(trifluoromethyl)pyridin-2-yl)pyrrolidine-2,4-dicarboxamide ClC=1C=C(C=CC1F)N(C(=O)[C@H]1N(C[C@H](C1)C(=O)NC1=NN(C=C1C)C)C1=NC(=CC(=C1)C(F)(F)F)C)C